C(CCCCCC)S(=O)(=O)[O-] Heptane-1-sulfonate